6-((2R,3S,4S,5R)-3-(3,4-difluoro-2-methoxyphenyl)-4,5-dimethyl-5-(trifluoromethyl)tetrahydrofuran-2-carboxamido)pyrimidine-4-carboxamide FC=1C(=C(C=CC1F)[C@H]1[C@@H](O[C@]([C@H]1C)(C(F)(F)F)C)C(=O)NC1=CC(=NC=N1)C(=O)N)OC